ClC1=CC2=C(N=N1)NCC1(N2)CN(CCC1)C(=O)OCC1=CC=CC=C1 benzyl 3'-chloro-7',8'-dihydro-5'H-spiro[piperidine-3,6'-pyrazino[2,3-c]pyridazine]-1-carboxylate